COC([C@H](C)OC1=CC(=CC=C1)C(C)C)=O (2S)-2-[3-(propan-2-yl)phenoxy]propionic acid methyl ester